(R)-3-(furan-3-yl)-3-(1-(trifluoromethyl)cyclopropyl)propanoic acid O1C=C(C=C1)[C@@H](CC(=O)O)C1(CC1)C(F)(F)F